FC1=C(C=CC(=C1)F)[C@H](CC1=NC(=NC(=N1)N[C@@H](CO)CC(C)C)NS(=O)(=O)C)C N-(4-((S)-2-(2,4-Difluorophenyl)propyl)-6-(((R)-1-hydroxy-4-methylpentan-2-yl)amino)-1,3,5-triazin-2-yl)methanesulfonamide